BrC1=C(C(=C2C(=NC(=NC2=C1F)OC[C@]12CCCN2C[C@@H](C1)F)O)OCC(C1=CN=CS1)NCC(F)F)Cl 7-Bromo-6-chloro-5-(2-((2,2-difluoroethyl)amino)-2-(thiazol-5-yl)ethoxy)-8-fluoro-2-(((2R,7aS)-2-fluorotetrahydro-1H-pyrrolizin-7a(5H)-yl)methoxy)quinazolin-4-ol